N4-(6-methylpyridin-2-yl)-N6-(3-(methylthio)pyridin-2-yl)pyrimidine-4,6-diamine CC1=CC=CC(=N1)NC1=NC=NC(=C1)NC1=NC=CC=C1SC